3-(Prop-1-en-2-yl)pyridin-4-amine C=C(C)C=1C=NC=CC1N